4-methyl-5-(2-(methylthio)pyrimidin-4-yl)thiazol-2-amine CC=1N=C(SC1C1=NC(=NC=C1)SC)N